O=C1OC(C2=C1C=CC=C2)=O 1,3-dioxo-2-benzofuran